C(C1=CC=CC=C1)SC1=C(C=CC2=C1OCC21COC1)OC 7-(benzylthio)-6-methoxy-2H-spiro[1-benzofuran-3,3'-oxetane]